1-(3-(4-Methoxyphenyl)-1,2,4-oxadiazol-5-yl)-N-(4-(oxetan-3-yl)phenyl)piperidine-4-carboxamide COC1=CC=C(C=C1)C1=NOC(=N1)N1CCC(CC1)C(=O)NC1=CC=C(C=C1)C1COC1